6-Amino-2-fluoro-N-methyl-N-((1-methyl-1H-pyrazol-4-yl)methyl)-3-(4,4,5,5-tetramethyl-1,3,2-dioxaborolan-2-yl)benzamide NC1=CC=C(C(=C1C(=O)N(CC=1C=NN(C1)C)C)F)B1OC(C(O1)(C)C)(C)C